1,3-diisopropyl-imidazole tetrafluoroborate F[B-](F)(F)F.C(C)(C)N1CN(C=C1)C(C)C